3-amino-1-(3-(2-methoxyethoxy)phenyl)propan-1-ol NCCC(O)C1=CC(=CC=C1)OCCOC